O\N=C(\C1CCOCC1)/Cl (Z)-N-hydroxytetrahydro-2H-pyran-4-imidocarboxylic acid chloride